cesium (1+) fluoride [F-].[Cs+]